O=C(C(C#N)=S1CCCC1)C1N(C(CC1)=O)CCC1=CC=CC=C1 3-oxo-3-[5-oxo-1-(2-phenylethyl)-pyrrolidin-2-yl]-2-(1λ4-thiolan-1-ylidene)propanenitrile